FC(CN1C[C@H](N(CC1)CC1=C2C=CN(C2=C(C=C1OC)C)C(=O)OCCCC)C1=NC(=C(C=C1)C(=O)OC)O)F Butyl (S)-4-((4-(2,2-difluoroethyl)-2-(6-hydroxy-5-(methoxycarbonyl)pyridin-2-yl)piperazin-1-yl)methyl)-5-methoxy-7-methyl-1H-indole-1-carboxylate